(4-fluorophenyl)Azole-4-carboxylic acid ethyl ester C(C)OC(=O)C=1C=C(NC1)C1=CC=C(C=C1)F